2-((6-chloro-5-(4'-((3-((2-hydroxyethoxy)methyl)azetidin-1-yl)methyl)-[1,1'-biphenyl]-4-yl)-1H-imidazo[4,5-b]pyridin-2-yl)thio)acetic acid ClC=1C=C2C(=NC1C1=CC=C(C=C1)C1=CC=C(C=C1)CN1CC(C1)COCCO)N=C(N2)SCC(=O)O